CC1CN(CCC1)C(CNC1=CC=C2CN(C(C2=C1)=O)C1CNCCC1)=O 3-[6-[[2-(3-methyl-1-piperidyl)-2-oxo-ethyl]amino]-1-oxo-isoindolin-2-yl]piperidine